C(C(C)C)OC1=CC=C(N)C=C1 4-isobutoxyaniline